O(C=1C(C=C(N(C1)CC(CCCC)CC)C(C)=O)=O)C=1C(C=C(N(C1)CC(CCCC)CC)C(C)=O)=O 5,5'-oxybis(N-(2-ethylhexyl)-2-acetyl-pyridin-4-one)